O=C1N[C@H]2[C@@H](N1)CS[C@@H]2CCCCC(=O)OC2=C(C(=C(C(=C2F)F)F)F)F 5-[(3AS,4R,6AR)-2-Oxohexahydro-1H-thieno[3,4-D]imidazol-4-YL]pentanoic acid, pentafluorophenyl ester